CC=1C=C2C(C=C(OC2=C(C1)C(C)NC1=C(C(=O)O)C=CC=C1)C1CCNCC1)=O 2-[1-[6-methyl-4-oxo-2-(4-piperidinyl)chromen-8-yl]ethylamino]benzoic acid